2-((S)-1-acryloyl-4-(6-(2-methyl-1-naphthoyl)-2-(((S)-1-methylpyrrolidin-2-yl)methoxy)-6,7-dihydro-5H-pyrrolo[3,4-d]pyrimidin-4-yl)piperazin-2-yl)acetonitrile C(C=C)(=O)N1[C@H](CN(CC1)C=1C2=C(N=C(N1)OC[C@H]1N(CCC1)C)CN(C2)C(=O)C2=C(C=CC1=CC=CC=C21)C)CC#N